OCC=1N=C(SC1C)C1(CCOCC1)O 4-(4-(hydroxymethyl)-5-methylthiazol-2-yl)-tetrahydro-2H-pyran-4-ol